C(CCCCC=CCCCCCCCCCCC)(=O)O octadec-6-enoic acid